C1(CC1)N1CCN(CC1)C1=C(C=C(C(=C1)OC)NC1=NC=NC(=C1)N1OCC[C@@H]1C1=C(C(=CC=C1)Cl)Cl)NC(C=C)=O N-(2-(4-cyclopropylpiperazine-1-yl)-5-((6-((R)-3-(2,3-dichlorophenyl)isoxazolidine-2-yl)pyrimidine-4-yl)amino)-4-methoxyphenyl)acrylamide